tert-butyl 2-methyl-6-((4-(4-methylpiperidin-1-yl) phenyl) amino)-3-oxo-2,3-dihydro-1H-indazole-1-carboxylate CN1N(C2=CC(=CC=C2C1=O)NC1=CC=C(C=C1)N1CCC(CC1)C)C(=O)OC(C)(C)C